CC1CCC(C2=CC=CC=C12)NCC1=NC=C(C=C1)C(F)(F)F (rac)-4-methyl-N-((5-(trifluoromethyl)pyridin-2-yl)methyl)-1,2,3,4-tetrahydronaphthalen-1-amine